[Al].C(CCC)N1CN(C=C1)C 1-butyl-3-methylimidazole aluminum